C(C)(=O)N1C(C(C=C1C1=CC=CC=C1)(CS(=O)(=O)C1=CC=C(C=C1)[N+](=O)[O-])C)=O 1-acetyl-3-methyl-3-(((4-nitrophenyl)sulfonyl)methyl)-5-phenyl-1,3-dihydro-2H-pyrrol-2-one